C(C)C(C(=O)O)CCCC.C(CCC)C(CCCCCP)(CCCC)CCCC tributyl-hexyl-phosphine 2-ethylhexanoate